BrC=1C=C(C(=O)N[C@H](CN2CCN(CC2)C(=O)OC(C)(C)C)C)C=CC1 tert-butyl 4-[(2S)-2-[(3-bromobenzoyl)amino]propyl]piperazine-1-carboxylate